(E)-1-(4-(3-bromopropyloxy)phenyl)-3-phenylprop-2-en-1-one BrCCCOC1=CC=C(C=C1)C(\C=C\C1=CC=CC=C1)=O